methyl 1-(difluoromethyl)-6-fluoro-2-[(2R,5R,7R)-2-methyl-4-oxo-3,13,19-triazatetracyclo[11.5.2.05,7.016,20]icosa-1(19),14,16(20),17-tetraen-14-yl]benzimidazole-5-carboxylate FC(N1C(=NC2=C1C=C(C(=C2)C(=O)OC)F)C=2N1CCCCC[C@@H]3C[C@H]3C(N[C@@H](C=3C=CC(C2)=C1N3)C)=O)F